COC1=NN(C=2C(N3C(NC(C21)C3)=O)C(=N)NC)C methoxy-N,1-dimethyl-6-oxo-4,5,6,8-tetrahydro-1H-4,7-methanopyrazolo[3,4-e][1,3]Diazepine-8-carboxamidine